N1-(4-phenylthiazol-2-yl)benzene-1,4-diamine C1(=CC=CC=C1)C=1N=C(SC1)NC1=CC=C(C=C1)N